ClC=1C=C(C=CC1Cl)N1N=C(CC1)NC(CN1CCC(CC1)C1CCN(CC1)C(=O)OC(C)(C)C)=O tert-butyl 1'-(2-((1-(3,4-dichlorophenyl)-4,5-dihydro-1H-pyrazol-3-yl)amino)-2-oxoethyl)-[4,4'-bipiperidine]-1-carboxylate